6-(2,6-dichlorophenyl)-8-methyl-2-((3-(methylsulfonyl)phenyl)amino)pyrido[2,3-d]pyrimidin-7(8H)-one ClC1=C(C(=CC=C1)Cl)C1=CC2=C(N=C(N=C2)NC2=CC(=CC=C2)S(=O)(=O)C)N(C1=O)C